diethyl-3,4-epoxy-cyclohexane-1,2-dicarboxylate C(C)OC(=O)C1C(C2C(CC1)O2)C(=O)OCC